COC1=C(C(=CC=C1)OC)C1=CN(C2=NC(=CC=C21)NC(=O)NCC2(CNC2)F)COCC[Si](C)(C)C 1-[3-(2,6-dimethoxyphenyl)-1-{[2-(trimethylsilyl)ethoxy]methyl}pyrrolo[2,3-b]pyridin-6-yl]-3-[(3-fluoroazetidin-3-yl)methyl]urea